E-camphorsulfonic acid C12(C(=O)CC(CC1)C2(C)C)CS(=O)(=O)O